3-Phenyl-5-methoxy-1,2,4-thiadiazole C1(=CC=CC=C1)C1=NSC(=N1)OC